C1(=CC=CC=C1)C1=CC=C(C=C1)C#CS(=O)(=O)C(F)(F)F 1-phenyl-4-((trifluoromethanesulfonyl)ethynyl)benzene